(R)- and (S)-3-aminopiperidine N[C@H]1CNCCC1 |r|